FC1=CC=C(C=C1)C=1C2=CC=CC=C2N=C2C(=CC=CC12)F 9-(p-fluorophenyl)-4-fluoroacridine